COC1=CC=C(C=C1)N.Cl p-ANISIDINE HYDROCHLORIDE